trimethoxy-hexane COC(CCCCC)(OC)OC